N1N=CC(=C1)C#CC1=CC=C(N=N1)N(C1CCNCC1)C 6-((1H-pyrazol-4-yl)ethynyl)-N-methyl-N-(piperidin-4-yl)pyridazin-3-amine